BrC1=C(C=NN(C1=O)C)N[C@@H]1C[C@@H](CN(C1)C)C1=CC=C(C(=O)N2CC3(C2)CCN(CC3)C3=CC(=C(C=C3)C3C(NC(CC3)=O)=O)C)C=C1 3-[4-[2-[4-[(3R,5R)-5-[(5-bromo-1-methyl-6-oxo-pyridazin-4-yl)amino]-1-methyl-3-piperidyl]benzoyl]-2,7-diazaspiro[3.5]nonan-7-yl]-2-methyl-phenyl]piperidine-2,6-dione